O1N=C(N=C1)C=1C=C2CN(CC2=CC1)C(C)C=1OC=C(C(C1)=O)OCC1CCN(CC1)S(=O)(=O)C 2-(1-(5-(1,2,4-Oxadiazol-3-yl)isoindolin-2-yl)ethyl)-5-((1-(methylsulfonyl)-piperidin-4-yl)methoxy)-4H-pyran-4-one